3-(4-fluoro-2-(trifluoromethyl)benzyl)-5,6,7,8-tetrahydroimidazo[1,2-a]Pyrazine FC1=CC(=C(CC2=CN=C3N2CCNC3)C=C1)C(F)(F)F